5-difluoromethoxy-2-[(3,4-dimethoxy-2-pyridyl)-methyl]-sulfinyl-1H-benzimidazole sodium salt hydrate O.[Na].FC(OC1=CC2=C(NC(=N2)S(=O)CC2=NC=CC(=C2OC)OC)C=C1)F